CC=1C(OC2=CC=C(C=C2C1)[N+](=O)[O-])=O 3-methyl-6-nitrocoumarin